C(CCCC)(=O)OC[C@]1(O[C@H](C[C@@H]1OC(CC)=O)N1C2=NC(=NC(=C2N=C1)N)F)C#C ((2R,3S,5R)-5-(6-amino-2-fluoro-9H-purin-9-yl)-2-ethynyl-3-(propionyloxy)tetrahydrofuran-2-yl)methyl pentanoate